ClCCCOC1=CC=C(C=C1)C=1OC2=C(C(C1OC)=O)C=CC=C2 2-(4-(3-Chloropropoxy)phenyl)-3-methoxy-4H-benzopyran-4-one